((S)-2-(4-(2,5-dioxo-2,5-dihydro-1H-pyrrol-1-yl)butyryl)-5-methoxy-5-oxopentanoyl)-L-alanyl-L-alanine O=C1N(C(C=C1)=O)CCCC(=O)[C@@H](C(=O)N[C@@H](C)C(=O)N[C@@H](C)C(=O)O)CCC(=O)OC